C1(=CC(=CC(=C1)C(=O)[O-])C(=O)[O-])C(=O)[O-] benzene-1,3,5-tricarboxylate